CCCCCCCCC(CCCCCCCC)C(C(=O)OCCCCCCCCCCCCC=CCC=CCCCCC)CC(=O)OOC(=O)OCCCN(C)C (13z,16z)-4-(((3-(dimethylamino) propoxy) carbonyl) oxy) docosa-13,16-dien-1-yl heptadec-9-ylsuccinate